O[C@H]1[C@@H](O[C@H]2[C@@H]1OC=1N2C=CC(N1)=O)CO (2S,3S,3aR,9aS)-3-hydroxy-2-(hydroxymethyl)-2,3,3a,9a-tetrahydro-6H-furo[2',3':4,5]oxazolo[3,2-a]pyrimidin-6-one